NC(C(F)F)C=1C=C(C=NC1OC)C1CN(CCC1(F)F)[C@H](C(=O)NC=1SC2=C(N1)C=C1C(=C2)OC(O1)(F)F)C (2S)-2-(3-(5-(1-amino-2,2-difluoroethyl)-6-methoxypyridin-3-yl)-4,4-difluoropiperidin-1-yl)-N-(2,2-difluoro-[1,3]dioxolo[4',5':4,5]benzo[1,2-d]thiazol-6-yl)propanamide